1-methanesulfonyl-N-[2-oxo-2-[[4-(3-tetrahydropyran-3-ylphenyl)thiazol-2-yl]amino]ethyl]pyrrole-3-carboxamide CS(=O)(=O)N1C=C(C=C1)C(=O)NCC(NC=1SC=C(N1)C1=CC(=CC=C1)C1COCCC1)=O